C(C)OC(CN1C(=NC2=NC=CC(=C21)C2=CC=CC(=N2)N[C@H]2C[C@H](N(C2)C(=O)OC(C)(C)C)C(=O)OC)C)CO O1-tert-butyl O2-methyl (2S,4S)-4-[[6-[1-(2-ethoxy-3-hydroxy-propyl)-2-methyl-imidazo[4,5-b]pyridin-7-yl]-2-pyridyl]amino]pyrrolidine-1,2-dicarboxylate